[4-(2,4-Dioxohexahydropyrimidin-1-yl)-7-isoquinolinyl]1,4-diazacycloheptane-1-Formic acid tert-butyl ester C(C)(C)(C)OC(=O)N1C(CNCCC1)C1=CC=C2C(=CN=CC2=C1)N1C(NC(CC1)=O)=O